C1(CC1)C1=NN2C(N(C([C@H](CC2)NC(=O)C2=NN(C=N2)CC2=CC=C(C=C2)F)=O)C)=C1 (S)-N-(2-cyclopropyl-4-methyl-5-oxo-5,6,7,8-tetrahydro-4H-pyrazolo[1,5-a][1,3]diazepin-6-yl)-1-(4-fluorobenzyl)-1H-1,2,4-triazole-3-carboxamide